O(P([O-])(=O)OP(=O)([O-])[O-])OCCN aminoethoxy diphosphate